(3R)-3-hydroxydecanoic acid O[C@@H](CC(=O)O)CCCCCCC